N=1C=NN2C1C=C(C=C2)C=2C=NN(C2)CC(=O)N 2-[4-([1,2,4]triazolo[1,5-a]pyridin-7-yl)pyrazol-1-yl]acetamide